cis-2-(3-benzylbenzyl)-N-ethyl-3-((methylsulfonyl)amino)piperidine-1-carboxamide C(C1=CC=CC=C1)C=1C=C(C[C@@H]2N(CCC[C@@H]2NS(=O)(=O)C)C(=O)NCC)C=CC1